Cl.Cl.CC1=NN2C(C=CC(=C2)C=2C=CC(=C(C2)O)C2=CN=C(N=N2)N2C[C@@H](NCC2)C(C)C)=N1 5-(2-methyl[1,2,4]triazolo[1,5-a]pyridin-6-yl)-2-{3-[(3S)-3-(propan-2-yl)piperazin-1-yl]-1,2,4-triazin-6-yl}phenol dihydrochloride